P(=O)(O)(O)O.C(C=1C(C(=O)N)=CC=CC1)(=O)N phthalamide phosphate